4-amino-1-[4-({(3S)-3-amino-5-[[amino(imino)methyl](methyl)amino]pentanoyl}amino)-2,3,4-trideoxy-β-D-erythro-hex-2-enopyranuronosyl]pyrimidin-2(1H)-one NC1=NC(N(C=C1)[C@H]1C=C[C@@H]([C@H](O1)C(=O)O)NC(C[C@H](CCN(C)C(=N)N)N)=O)=O